C(C1=CC=CC=C1)OC1C(CC1)=O (benzyloxy)cyclobutanone